C(C)(C)N1N=NC2=C1C=CC(=C2)C2=NOC(=N2)C2=NC=CC=C2C 3-(1-isopropyl-1H-benzo[d][1,2,3]triazol-5-yl)-5-(3-methyl-pyridin-2-yl)-1,2,4-oxadiazole